NC1=NC(=CC(=N1)N1C[C@@H](NCC1)C=1C=C(C=CC1C(F)(F)F)C(=O)N1CCCCC1)N (S)-(3-(4-(2,6-diaminopyrimidin-4-yl)piperazin-2-yl)-4-(trifluoromethyl)phenyl)(piperidin-1-yl)methanone